dl-m-chlorophenyl-ascorbate ClC=1C=C(C=CC1)OC1=C(C(=O)O[C@@H]1[C@@H](O)CO)O